4-chloro-2-(pyridin-3-ylamino)benzamide ClC1=CC(=C(C(=O)N)C=C1)NC=1C=NC=CC1